P(=O)(O)(O)OCC(=O)[C@@H](O)[C@H](O)[C@H](O)COP(=O)(O)O fructose 1,6-Bisphosphate